FC(C1(CC1)CNC(=O)C=1C=CC2=C(N=CO2)C1)(F)F N-[[1-(trifluoromethyl)cyclopropyl]methyl]-1,3-benzoxazole-5-carboxamide